1-Methyl-1-((2-(2,2,2-trifluoroethoxy)pyridin-4-yl)methyl)-3-(2-(1-(trifluoromethyl)cyclopropyl)ethyl)urea CN(C(=O)NCCC1(CC1)C(F)(F)F)CC1=CC(=NC=C1)OCC(F)(F)F